4-[(2,4-dimethoxyphenyl)methyl]-2-methyl-7,8-dihydro-6H-pyrazolo[1,5-a][1,3]diazepin-5-one COC1=C(C=CC(=C1)OC)CN1C=2N(CCCC1=O)N=C(C2)C